3-methacryloylaminopropyltrimethyl-ammonium chloride [Cl-].C(C(=C)C)(=O)NCCC[N+](C)(C)C